4,6-dichloro-N-(1,1-dimethylsilinan-4-yl)-1H-indole-2-carboxamide ClC1=C2C=C(NC2=CC(=C1)Cl)C(=O)NC1CC[Si](CC1)(C)C